BrC=1C=C2C(=NC(=NC2=C2C1N(N=C2)C(F)(F)F)C)OCC2=CC=C(C=C2)OC 6-bromo-4-[(4-methoxyphenyl)methoxy]-2-methyl-7-(trifluoromethyl)-7H-pyrazolo[3,4-h]quinazoline